C(C)(C)(C)[S@@](=O)N[C@H](CCNC(OC(C)(C)C)=O)C#CC |r| tert-butyl ((RS)-3-(((RS)-tert-butylsulfinyl)amino)hex-4-yn-1-yl)carbamate